3-isopentylamine CCC(C)(C)N